(R)-2-(5-(3-amino-3H-spiro[benzofuran-2,4'-piperidine]-1'-yl)-7-methylimidazo[1,2-c]pyrimidine-8-yl)-3-fluorophenol N[C@@H]1C2=C(OC13CCN(CC3)C3=NC(=C(C=1N3C=CN1)C1=C(C=CC=C1F)O)C)C=CC=C2